N-(6-(4-isopropyl-4H-1,2,4-triazol-3-yl)pyridin-2-yl)-4-(1-methyl-1H-pyrazol-4-yl)-3,6-dihydropyridine-1(2H)-carboxamide C(C)(C)N1C(=NN=C1)C1=CC=CC(=N1)NC(=O)N1CCC(=CC1)C=1C=NN(C1)C